2-(2-phenyl-1,3-dioxolan-2-yl)acetaldehyde C1(=CC=CC=C1)C1(OCCO1)CC=O